C(\C(\C)=C\C)(=O)OCC (E)-ethyl tiglate